S1CC(C1)SSSCSCSSSC1CSC1 1,7-bis(3-thietanylthio)-1,2,4,6,7-pentathiaheptane